O(C#N)COC1=CC=CC=C1 4-(Cyanato)methoxybenzol